(4-phenoxy-pentanoyl)glycine O(C1=CC=CC=C1)C(CCC(=O)NCC(=O)O)C